C(C)(C)(C)C=1C=C(C=C(C1O)C(C)(C)C)CCC(=O)[O-] 3-(3,5-di-t-butyl-4-hydroxyphenyl)propionat